BrC=1C=C2SC3=NC(=CN3C2=CC1)C(=O)O 10-Bromo-7-thia-2,5-diazatricyclo[6.4.0.02,6]dodeca-1(12),3,5,8,10-pentaene-4-carboxylic acid